(S)-1-(4-(6-(3,5-dimethylisoxazol-4-yl)-4-(4-(methylsulfonyl)-2-phenylpiperazin-1-yl)quinazolin-2-yl)-1H-pyrazol-1-yl)-2-methylpropan-2-ol CC1=NOC(=C1C=1C=C2C(=NC(=NC2=CC1)C=1C=NN(C1)CC(C)(O)C)N1[C@H](CN(CC1)S(=O)(=O)C)C1=CC=CC=C1)C